2-(1H-imidazol-1-yl)-N-(tetrahydro-2H-thiopyran-4-yl)isonicotinamide N1(C=NC=C1)C=1C=C(C(=O)NC2CCSCC2)C=CN1